Dimethyl 5-(benzo[d][1,3]dioxol-5-yl)-5,6-dihydronaphtho[2,3-d][1,3]dioxole-6,7-dicarboxylate O1COC2=C1C=CC(=C2)C2C1=CC3=C(OCO3)C=C1C=C(C2C(=O)OC)C(=O)OC